((S)-3-(2-Chlorophenyl)morpholino)-N-((R,E)-4-(methylsulfonyl)but-3-en-2-yl)pyrazine-2-carboxamide ClC1=C(C=CC=C1)[C@H]1COCCN1C=1C(=NC=CN1)C(=O)N[C@H](C)\C=C\S(=O)(=O)C